OC=1C=C(C2=CC=CC=C2C1)C1(CC1)NC(C1=C(C=CC(=C1)OCC1N(CC1)C)C)=O N-(1-(3-hydroxynaphthalen-1-yl)cyclopropyl)-2-methyl-5-((1-methyl-azetidin-2-yl)methoxy)benzamide